trans-N-(4-(aminomethyl)cyclohexyl)-2-(4-chlorophenoxy)acetamide 2,2,2-trifluoroacetate FC(C(=O)O)(F)F.NC[C@@H]1CC[C@H](CC1)NC(COC1=CC=C(C=C1)Cl)=O